N-(Cycloheptylmethyl)-2-[(2-hydroxyphenyl)methyl]-1,3-benzoxazole-5-carboxamide C1(CCCCCC1)CNC(=O)C=1C=CC2=C(N=C(O2)CC2=C(C=CC=C2)O)C1